NC=1C(=C(C=C2C=C(N=CC12)NC(OC1CC(C1)O)=O)C=1C=NC=2CC(CNC2C1C)C)F 3-Hydroxycyclobutyl (8-amino-6-(4,7-dimethyl-5,6,7,8-tetrahydro-1,5-naphthyridin-3-yl)-7-fluoroisoquinolin-3-yl)carbamate